CNC(C1=C(C=CC=C1)SC1=CC=C2C(=NNC2=C1)\C=C\C1=NC(=CC=C1)OCCN1CCCC1)=O N-methyl-2-({3-[(E)-2-{6-[2-(pyrrolidin-1-yl)ethoxy]pyridin-2-yl}vinyl]-1H-indazol-6-yl}thio)benzamide